C(C1=CC=CC=C1)OC(=O)N1CCC(=CC1)CO.[N+](#[C-])[C] isocyanocarbon benzyl-4-(hydroxymethyl)-3,6-dihydropyridine-1(2H)-carboxylate